2-methyl-2-propanyl (3-aminobicyclo[1.1.1]pent-1-yl)carbamate NC12CC(C1)(C2)NC(OC(C)(C)C)=O